N-(4-ethylphenyl)-2-(5-methyl-6-oxo-5,6-dihydroindolo[2,1-a]isoquinolin-5-yl)acetamide C(C)C1=CC=C(C=C1)NC(CC1(C(N2C(C=3C=CC=CC13)=CC=1C=CC=CC12)=O)C)=O